tert-butyl 7-(hydroxymethyl)-6-((4-nitrophenyl) sulfonyl)-2,6-diazaspiro[3.4]octane-2-carboxylate OCC1N(CC2(CN(C2)C(=O)OC(C)(C)C)C1)S(=O)(=O)C1=CC=C(C=C1)[N+](=O)[O-]